IC1=CN=CN1COCC[Si](C)(C)C 5-iodo-1-{[2-(trimethylsilyl)ethoxy]methyl}-1H-imidazole